(7-(2-Fluoro-3-methoxyphenyl)-2-azaspiro[3.5]nonan-2-yl)((1s,3s)-3-hydroxy-3-methylcyclobutyl)methanone FC1=C(C=CC=C1OC)C1CCC2(CN(C2)C(=O)C2CC(C2)(C)O)CC1